C1(CCCCCCCCCCCCCC1)C(=O)OCCCCCC(CCCCCSCC(CCCCCC)OC(CCC1CCCCC1)=O)N(C)CCCCO[Si](C1=CC=CC=C1)(C1=CC=CC=C1)C(C)(C)C 6-((4-((tert-Butyldiphenylsilyl)oxy)butyl)(methyl)amino)-11-((2-((3-cyclohexyl-propanoyl)oxy)octyl)thio)undecyl cyclopentadecanecarboxylate